3-(3-prop-2-ylphenyl)butanal CC(C)C=1C=C(C=CC1)C(CC=O)C